BrC1=C2C=NN(C2=CC(=C1[C@H]1[C@H](C1)C)Cl)[C@@H]1OCCCC1 |&1:15| rac-4-bromo-6-chloro-5-((1R,2S)-2-methylcyclopropyl)-1-(tetrahydro-2H-pyran-2-yl)-1H-indazole